ClC1=CC=C(C=C1)NS(=O)(=O)C=1C=C(C(=O)NC2=CC=C(C=C2)OC)C=CC1 3-(N-(4-chlorophenyl)sulfamoyl)-N-(4-methoxyphenyl)benzamide